C(C=C)N(CCC1=CNC2=C(C=CC=C12)OC(CC)=O)CC=C propionic acid 3-(2-(diallylamino) ethyl)-1H-indol-7-yl ester